3-methylsulfonyl-5-(trifluoromethoxy)benzoic acid CS(=O)(=O)C=1C=C(C(=O)O)C=C(C1)OC(F)(F)F